O=C(C(=C)C1=CC=C(C#N)C=C1)N1CCCC1 4-(3-oxo-3-(pyrrolidin-1-yl)prop-1-en-2-yl)benzonitrile